1-(AMINOMETHYL)CYCLOBUTANE-1-CARBOXYLIC ACID NCC1(CCC1)C(=O)O